(S)-N-[(1S)-1-[4-(Benzyloxy)phenyl]ethyl]-2-methylpropane-2-sulfinamide C(C1=CC=CC=C1)OC1=CC=C(C=C1)[C@H](C)N[S@@](=O)C(C)(C)C